(S)-2-amino-3-(3-chloro-1-methyl-1H-indol-6-yl)propanoic acid N[C@H](C(=O)O)CC1=CC=C2C(=CN(C2=C1)C)Cl